N(N)C1=C2N=CN(C2=NC=N1)CCCC 6-Hydrazino-9-butylpurine